C(C1=CC=CC=C1)OC1=C(C(=C(C2=CC=CC=C12)C(=O)O)C)C 4-(benzyloxy)-2,3-dimethyl-1-naphthoic acid